methyl-4-(N-ethyl-N-(2,2,2-trifluoro-1-(4-fluorophenyl)ethyl)sulfamoyl)thiazole-2-carboxamide CC1=C(N=C(S1)C(=O)N)S(N(C(C(F)(F)F)C1=CC=C(C=C1)F)CC)(=O)=O